stearyl-oleic amide C(CCCCCCCCCCCCCCCCC)C(C(=O)N)CCCCCC\C=C/CCCCCCCC